1,4,2-dioxazine O1N=COC=C1